triisoPropylsilylacetylene C(C)(C)[Si](C(C)C)(C(C)C)C#C